C1=CC=CC=2C3=CC=CC=C3C(C12)COC(=O)N([C@@H](C(=O)O)COCCC)C (2R)-2-[9H-fluoren-9-ylmethoxycarbonyl-(methyl)amino]-3-propoxy-propionic acid